C1(=CC=CC=C1)C1CN(C1)C1=CC(=C2C(=N1)CCS2)NC2CCOCC2 5-(3-Phenylazetidin-1-yl)-N-(tetrahydro-2H-pyran-4-yl)-2,3-dihydrothieno[3,2-b]pyridin-7-amine